1-[(3S,5S)-4-[(6r,7r)-7-(3-hydroxy-1-naphthyl)-6-methyl-2-[[(2S)-1-methylpyrrolidin-2-yl]methoxy]-5,6,7,8-tetrahydroquinazolin-4-yl]-3,5-dimethylpiperazin-1-yl]prop-2-en-1-one OC=1C=C(C2=CC=CC=C2C1)[C@H]1[C@@H](CC=2C(=NC(=NC2C1)OC[C@H]1N(CCC1)C)N1[C@H](CN(C[C@@H]1C)C(C=C)=O)C)C